ONC(=O)C1=NOC(=C1)CCCNC=1C=CC=C2C=CC=NC12 N-hydroxy-5-(3-(quinolin-8-ylamino)propyl)isoxazole-3-carboxamide